COC1=CC=C(C=C1)S(=O)(C)=NC1=C(C=CC=C1)C#CC=1C=CC(=NC1)C(=O)O 5-[2-(2-{[(4-methoxyphenyl)(methyl)oxo-λ6-sulfanylidene]-amino}phenyl)ethynyl]pyridine-2-carboxylic acid